C1(=CC=C(C=C1)OB(O)O)OB(O)O 1,4-phenylenebisboric acid